N1N=NC2=C1C=CC(=C2)C(=O)N2C[C@H]1[C@](C2)(CNC1)F trans-5-(1H-benzotriazole-5-carbonyl)-3a-fluoro-hexahydro-pyrrolo[3,4-c]pyrrole